[K].NC1=NC2=CC(=C(C=C2C=C1Cl)F)CC[C@@]12[C@H]([C@H]([C@@H]([C@H]2C1)N1C=CC2=C1N=CN=C2N)O)O (1R,2R,3S,4R,5S)-1-(2-(2-Amino-3-chloro-6-fluoroquinolin-7-yl)ethyl)-4-(4-amino-7H-pyrrolo[2,3-d]pyrimidin-7-yl)bicyclo[3.1.0]hexane-2,3-diol potassium